BrC1=NN(C(=C1)C(=O)OCC)C1=NC=CC=C1Cl ethyl 3-bromo-1-(3-chloro-2-pyridyl)-1H-pyrazole-5-carboxylate